1-((1R,6S)-2,2,6-Trimethylcyclohexyl)hexan-3-yl-(E)-3-(4-methoxyphenyl)acrylat CC1([C@@H]([C@H](CCC1)C)CCC(CCC)OC(\C=C\C1=CC=C(C=C1)OC)=O)C